BrC=1C=CC(=C(OC2=CC=C(C=O)C=C2)C1)C 4-(5-bromo-2-methyl-phenoxy)benzaldehyde